C(C)(C)(C)N(C(O)=O)[C@@H]1CN([C@@H](C1)CO)C1=C(C=CC(=C1)C=1C=NC=CC1C#N)NC(=O)C1=NC(=NC=C1)Cl.FC(OC=1C=C(N)C=CC1)(F)F 3-(trifluoromethoxy)aniline tert-Butyl-(3S,5S)-1-(2-(2-chloropyrimidine-4-carboxamido)-5-(4-cyanopyridin-3-yl)phenyl)-5-(hydroxymethyl)pyrrolidin-3-ylcarbamate